5-(2,5-Dimethoxyphenyl)-1,3,3,5,7-pentamethyloctahydrobenzo[c]isoxazole COC1=C(C=C(C=C1)OC)C1(CC2C(N(OC2(C)C)C)C(C1)C)C